Tert-butyl 3-((3-((3S,4S)-4-(4-amino-3-(4-phenoxyphenyl)-1H-pyrazolo[3,4-d]pyrimidin-1-yl)-3-fluoropiperidin-1-yl)azetidin-1-yl)methyl)azetidine-1-carboxylate NC1=C2C(=NC=N1)N(N=C2C2=CC=C(C=C2)OC2=CC=CC=C2)[C@@H]2[C@H](CN(CC2)C2CN(C2)CC2CN(C2)C(=O)OC(C)(C)C)F